4-difluoromethoxybenzoyl-amide FC(OC1=CC=C(C(=O)[NH-])C=C1)F